2-(4-(tert-butyl)phenyl)-1-methyl-4-((2-propylbenzo[d]oxazol-6-yl)amino)pyridine iodonium salt [IH2+].C(C)(C)(C)C1=CC=C(C=C1)C1N(C=CC(=C1)NC1=CC2=C(N=C(O2)CCC)C=C1)C